3-[(cyclohexylamino)methyl]-1-({3,4-difluoro-2-[(2-fluoro-4-iodophenyl)amino]phenyl}carbonyl)azetidin-3-ol acetate salt C(C)(=O)O.C1(CCCCC1)NCC1(CN(C1)C(=O)C1=C(C(=C(C=C1)F)F)NC1=C(C=C(C=C1)I)F)O